N1C(=NC2=C1C=CC=C2)C=2C=C(C=CC2)NC2=NC=C(C=N2)C2=NC=CC(=C2)F N-[3-(1H-benzo[d]imidazol-2-yl)phenyl]-5-(4-fluoropyridin-2-yl)pyrimidin-2-amine